1-(Trans-4-ethoxycyclohexyl)-3-(1H-indol-7-yl)-1H-pyrazol-4-amine C(C)O[C@@H]1CC[C@H](CC1)N1N=C(C(=C1)N)C=1C=CC=C2C=CNC12